N1C=NC2=C1C=CC(=C2)N2C(NCC2C2=CC=C(C=C2)OCCCC)=O 1-(1H-Benzo[d]imidazol-5-yl)-5-(4-butoxyphenyl)imidazolidin-2-on